ClS1C[C@H](CN2C(N=C(C3=CC(=CC1=C23)C(F)(F)F)N2C[C@@H](N([C@@H](C2)C)C(=O)OC(C)(C)C)C)=O)OC2=NC=CC=N2 tert-butyl (2S,6R)-4-((S)-l-1-chloro-6-oxo-3-(pyrimidin-2-yloxy)-10-(trifluoromethyl)-3,4-dihydro-2H,6H-[1,4]thiazepino[2,3,4-ij]quinazolin-8-yl)-2,6-dimethylpiperazine-1-carboxylate